2-((6-(4-((((benzyloxy)carbonyl)amino)methyl)-3-methylisoxazol-5-yl)-2-methylpyridin-3-yl)carbamoyl)cyclohexane-1-carboxylic acid C(C1=CC=CC=C1)OC(=O)NCC=1C(=NOC1C1=CC=C(C(=N1)C)NC(=O)C1C(CCCC1)C(=O)O)C